CC(CC)(CCCCCCCCCCCC)C=1NC(OC1)=O 4-(3-methylpentadecan-3-yl)oxazol-2(3H)-one